N-(5-chloro-2-nitrobenzyl)-1-((1s,4s)-4-(6-fluoroquinolin-4-yl)cyclohexyl)ethan-1-amine ClC=1C=CC(=C(CNC(C)C2CCC(CC2)C2=CC=NC3=CC=C(C=C23)F)C1)[N+](=O)[O-]